(2S)-2-(benzyloxycarbonylamino)-2-(4-piperidinyl)acetic acid methyl ester COC([C@H](C1CCNCC1)NC(=O)OCC1=CC=CC=C1)=O